N-[3-(3,4-dihydro-3-oxo-1(2H)-quinoxalinyl)-3-oxopropyl]acetamide O=C1CN(C2=CC=CC=C2N1)C(CCNC(C)=O)=O